C(OC(F)F)(OC(F)F)=O di(difluoromethyl) carbonate